1-(5-amino-2-bromophenyl)ethanone NC=1C=CC(=C(C1)C(C)=O)Br